FC1=C(C(=C(C(=C1[B-](C1=C(C(=C(C(=C1F)F)F)F)F)(C1=C(C(=C(C(=C1F)F)F)F)F)C1=C(C(=C(C(=C1F)F)F)F)F)F)F)F)F.C(CCCCCCCCCCCCCCCC)N1C(=[NH+]C=C1)CCCCCCCCCCCCCCCCCC 1-heptadecyl-2-octadecylimidazolium tetrakis(pentafluorophenyl)borate